ClC=1C=C(C=CC1CN1N=CN=C1)C1=NOC(=N1)C(F)(F)F 3-[3-chloro-4-(1,2,4-triazol-1-ylmethyl)phenyl]-5-(trifluoromethyl)-1,2,4-oxadiazole